C(#N)N=C(NCCCCCCC1CN(CC1)C(C1=C(C=CC=C1OC)OC)=O)NC1=CC=NC=C1 2-cyano-1-(6-(1-(2,6-dimethoxybenzoyl)pyrrolidine-3-yl)hexyl)-3-(4-pyridinyl)guanidine